3-(5-(3-Aminophenyl)-3-hydroxypicolinamido)-2,2-dimethylpropionic acid NC=1C=C(C=CC1)C=1C=C(C(=NC1)C(=O)NCC(C(=O)O)(C)C)O